CC1=C(CN2CCCCC2)C(=CC=C1)C 2,6-dimethylbenzyl-piperidine